CN1CCN(CC1)C1=CC=C(C=C1)C1=C(N=C2N1CCN2)C2=NC(=CC=C2)C 5-(4-(4-methylpiperazin-1-yl)phenyl)-6-(6-methylpyridin-2-yl)-2,3-dihydro-1H-imidazo[1,2-a]imidazole